C(C)(=O)OCCC\C=C/CCCCCCCC (4Z)-4-tridecen-1-ol acetate